4-(4-(2-(phenylamino)pyrimidin-4-yl)-4,5,6,7-tetrahydropyrazolo[1,5-a]pyrimidin-2-yl)-2-(thiazol-2-yl)but-3-yn-2-ol C1(=CC=CC=C1)NC1=NC=CC(=N1)N1C=2N(CCC1)N=C(C2)C#CC(C)(O)C=2SC=CN2